C1(CCC1)NC(=O)C1=NC=C(N=C1)N1[C@@H](C2=C(CC1)NC=N2)C2=NN1C(C(=CC=C1)C(F)(F)F)=C2 (S)-N-cyclobutyl-5-(4-(4-(trifluoromethyl)pyrazolo[1,5-a]pyridin-2-yl)-1,4,6,7-tetrahydro-5H-imidazo[4,5-c]pyridin-5-yl)pyrazine-2-carboxamide